(±)-5-butyl-2-heptyl-6-pentyl-1,3-dioxan-4-ol C(CCC)C1C(OC(OC1CCCCC)CCCCCCC)O